ClC1=CC=C2CCC=3C(=NOC3C2=C1)C(=O)N 8-chloro-4,5-dihydronaphtho[2,1-d]isoxazole-3-carboxamide